N-[2-(2-benzothiazolyl)phenyl]-N'-(3,5-dichlorophenyl)-urea S1C(=NC2=C1C=CC=C2)C2=C(C=CC=C2)NC(=O)NC2=CC(=CC(=C2)Cl)Cl